2,2-dimethylthiopropanoate CC(C(=S)[O-])(C)C